C(C1=CC=CC=C1)(C1=CC=CC=C1)(C1=CC=CC=C1)OCCOCCOCCOCCO tetraethylene glycol monotrityl ether